P(=O)(OC1=CC=CC2=CC3=CC=CC=C3C=C12)(OC1=CC=CC2=CC3=CC=CC=C3C=C12)OC1=CC=CC2=CC3=CC=CC=C3C=C12 trianthryl phosphate